2-phenylindoleacetic acid C1(=CC=CC=C1)C1(N=C2C=CC=CC2=C1)CC(=O)O